3-chloro-3-cyclohexyl-7-(trifluoromethyl)indolin-2-one ClC1(C(NC2=C(C=CC=C12)C(F)(F)F)=O)C1CCCCC1